6-(piperazin-1-yl)-3-(2-(trifluoromethyl)benzyl)isobenzofuran-1(3H)-one hydrochloride Cl.N1(CCNCC1)C1=CC=C2C(OC(C2=C1)=O)CC1=C(C=CC=C1)C(F)(F)F